N1N=C(C=2N=CN=CC21)C#N pyrazolo[4,3-d]pyrimidine-3-carbonitrile